ClC=1C=C(C(=O)O)C=CC1.ClC1=C2C(=[N+](C=C1)[O-])NC=C2 4-chloro-1H-pyrrolo[2,3-b]pyridine 7-oxide 3-chlorobenzoate